ClC=1C=CC(=NC1)OC1CC2(CN(C2)C(=O)N2CC3(C2)NC(CC3)=O)C1 2-[6-[(5-chloro-2-pyridinyl)oxy]-2-azaspiro[3.3]heptane-2-carbonyl]-2,5-diazaspiro[3.4]octan-6-one